[Sn](Cl)(Cl)Cl tin (III) chloride